4-Cyclohexanon C1CCC(CC1)=O